ClC=1C(=NC=2CN(CCC2C1)CC1=NC2=C(N1CC1(CC1)C#N)C=C(C=C2)C(=O)O)OCC2=C(C=C(C=C2)Cl)F ({3-chloro-2-[(4-chloro-2-fluorophenyl)methoxy]-5,6,7,8-tetrahydro-1,7-naphthyridin-7-yl}methyl)-1-[(1-cyanocyclopropyl)methyl]-1H-1,3-benzodiazole-6-carboxylic acid